C(C1=CC=CC=C1)OC(=O)CC1=C(SC(=C1)Cl)C1=NC(=C(C=C1)OC(=O)OCC1=CC=CC=C1)C ((2-(5-(((benzyloxy)carbonyl)oxy)-6-methylpyridin-2-yl)-5-chlorothiophen-3-yl)methyl)carboxylic acid Benzyl ester